Cl.CNCCON1C(C2=CC=CC=C2C1=O)=O 2-(2-(methylamino)ethoxy)isoindoline-1,3-dione hydrochloride